tert-butyl 3-((8-fluoro-7-(3-hydroxynaphthalen-1-yl)-2-((tetrahydro-1H-pyrrolizin-7a(5H)-yl)methoxy)pyrido[4,3-d]pyrimidin-4-yl)amino)azetidine-1-carboxylate FC1=C(N=CC2=C1N=C(N=C2NC2CN(C2)C(=O)OC(C)(C)C)OCC21CCCN1CCC2)C2=CC(=CC1=CC=CC=C21)O